The molecule is the anhydrous form of the calcium salt of mupirocin. The dihydrate form is used as an antibacterial drug for the treatment of skin infections. It has a role as an antibacterial drug and a protein synthesis inhibitor. It contains a mupirocin(1-). C[C@@H]([C@@H](O)C)[C@@H]1O[C@H]1C[C@@H]2[C@H]([C@H]([C@@H](OC2)C/C(=C/C(=O)OCCCCCCCCC(=O)[O-])/C)O)O.C[C@@H]([C@@H](O)C)[C@@H]1O[C@H]1C[C@@H]2[C@H]([C@H]([C@@H](OC2)C/C(=C/C(=O)OCCCCCCCCC(=O)[O-])/C)O)O.[Ca+2]